azoammonium N(=N[NH3+])[NH3+]